CC1CCC(CC1)NC(=O)C1CCN(CC1)C(=O)C1=NNC(=C1)C1=CC(=NC=C1)C(=O)O 4-(3-{4-[(4-methylcyclohexyl)carbamoyl]piperidine-1-carbonyl}-1H-pyrazol-5-yl)pyridine-2-carboxylic acid